C(C)OC(=O)C1=CN(C(C=C1C1=C(C=CC=C1)F)=O)C[C@]1(C(CN(CC1)C([C@@H](CC1CCC1)C)=O)(C)C)O 1-(((S)-1-((R)-3-cyclobutyl-2-methylpropanoyl)-4-hydroxy-3,3-dimethylpiperidin-4-yl)methyl)-4-(2-fluorophenyl)-6-oxo-1,6-dihydropyridine-3-carboxylic acid ethyl ester